C1(=CC=CC=C1)COC1=CC=C(C=C1)[C@@H]1CC(N1)=O 4(S)-[4-(phenylmethoxy)phenyl]-2-azetidinone